5-[1-[tert-butyl-(dimethyl)silyl]oxyethyl]-3-hydroxy-pyrrolidin-2-one C(C)(C)(C)[Si](OC(C)C1CC(C(N1)=O)O)(C)C